3-(7-{[(4R)-8-chloro-4-ethyl-1,1-dioxo-3,4-dihydro-2H-pyrido[2,3-b][1,4,5]oxathiazepin-2-yl]methyl}-2,3-dihydro-1H-inden-5-yl)-3-(4-chloro-1-methyl-1H-benzotriazol-5-yl)propanoic acid ClC1=CC2=C(O[C@@H](CN(S2(=O)=O)CC=2C=C(C=C3CCCC23)C(CC(=O)O)C2=C(C3=C(N(N=N3)C)C=C2)Cl)CC)N=C1